ClC1=C(C(=CC=C1)F)C1=NC=C(C=N1)C(=O)N (2-chloro-6-fluorophenyl)pyrimidine-5-carboxamide